COC=1C(=C(C=CC1C=CC(C1=CC=C(C=C1)O)=O)[O-])C(C)C(=C)C 3-methoxy-2-(3-methylbut-3-en-2-yl)-4-[3-oxo-3-(4-hydroxyphenyl)prop-1-enyl]phenolate